N-(5-chloro-6-(2H-1,2,3-triazol-2-yl)pyridin-3-yl)-2,3,5,6-tetrafluoro-4-(5-fluoro-3-propionylaminopyridin-2-yl)benzamide ClC=1C=C(C=NC1N1N=CC=N1)NC(C1=C(C(=C(C(=C1F)F)C1=NC=C(C=C1NC(CC)=O)F)F)F)=O